C12(CC3CC(CC(C1)C3)C2)C(=O)OC=2C=COC2 4-(1-adamantylcarbonyloxy)furan